ClC1=CC(=C(C=C1)[C@@H](C)NC=1C(=NC=C(N1)N1CC(C1)[C@@H]1CN(CCC1)CCO)C#N)S(=O)(=O)C 3-[[(1R)-1-(4-chloro-2-methylsulfonyl-phenyl)ethyl]amino]-5-[3-[(3R)-1-(2-hydroxyethyl)-3-piperidyl]azetidin-1-yl]pyrazine-2-carbonitrile